C1=CC(=CC=C1/C=C/C=C/C(=O)/C=C/C2=CC=C(C=C2)O)O The molecule is a diarylheptanoid that is 1,4,6-heptatrien-3-one substituted by 4-hydroxypheny group at positions 1 and 7 respectively. It has been isolated from the rhizomes of Curcuma domestica and Etlingera elatior. It has a role as a plant metabolite. It is a diarylheptanoid, a member of phenols and an enone.